C(C1=CC=CC=C1)N1N=C2C(N(CCC2=C1Cl)[C@@H]1C(N(C2=C(OC1)C=CC(=C2)C#CC(C)(C)C)C)=O)=O (S)-3-(2-benzyl-3-chloro-7-oxo-2,4,5,7-tetrahydro-6H-pyrazolo[3,4-c]pyridin-6-yl)-7-(3,3-dimethylbut-1-yn-1-yl)-5-methyl-2,3-dihydrobenzo[b][1,4]oxazepin-4(5H)-one